ClC1=C(C=C(C=C1)N1N=NN=C1CNC)F {[1-(4-chloro-3-fluorophenyl)-1H-1,2,3,4-tetrazol-5-yl]methyl}(methyl)amine